Benzyl (1-(3-((4-((4-cyclobutylpiperidin-1-yl)sulfonyl)phenyl)carbamoyl)-4-(N-methylmethylsulfonamido)phenyl)azetidin-3-yl)carbamate C1(CCC1)C1CCN(CC1)S(=O)(=O)C1=CC=C(C=C1)NC(=O)C=1C=C(C=CC1N(S(=O)(=O)C)C)N1CC(C1)NC(OCC1=CC=CC=C1)=O